ClC1=NC2=C(NC1=O)N=CC=C2Cl 2,8-dichloropyrido[2,3-b]pyrazin-3(4H)-one